N-(4-(3-(2-(4,4-difluoropiperidin-1-yl)thiazol-4-yl)-1,2,4-oxadiazol-5-yl)-3-(6-azaspiro[2.5]oct-6-yl)phenyl)-2-hydroxyethane-1-sulfonamide FC1(CCN(CC1)C=1SC=C(N1)C1=NOC(=N1)C1=C(C=C(C=C1)NS(=O)(=O)CCO)N1CCC2(CC2)CC1)F